C1(=CC=CC=C1)C#CC1=CC=CC=C1 1,2-diphenylethyne